C(C=C)(=O)OCC1(COC(OC1)C(COC(C=C)=O)(C)C)CC [2-[1,1-dimethyl-2-[(1-oxoallyl)oxy]ethyl]-5-ethyl-1,3-dioxan-5-yl]methyl acrylate